OCC(C(CCCCCCCCCCCCCCC)O)NC(CCCCCCC\C=C/CCCCCCCC)=O N-(1,3-dihydroxyoctadecan-2-yl)oleamide